FC(OC1=CC=C(C=C1)C=CC(=O)C1=C(C=CC=C1)O)F 3-[4-(Difluoromethoxy)phenyl]-1-(2-hydroxyphenyl)prop-2-en-1-one